FC(COC1=NC=CC(=C1)CN)(C)F (2-(2,2-Difluoropropoxy)pyridin-4-yl)methanamine